trimethylbenzyl-ammonium 2,6-difluorobenzoate FC1=C(C(=O)[O-])C(=CC=C1)F.C[N+](CC1=CC=CC=C1)(C)C